di-(2,4,4-trimethylpentyl)phosphinic acid CC(CP(O)(=O)CC(CC(C)(C)C)C)CC(C)(C)C